nickel-titanium-tungsten [W].[Ti].[Ni]